tert-butyl (3-((2-chloro-5-(methyl(phenyl)carbamoyl)pyrimidin-4-yl)amino)phenyl)carbamate ClC1=NC=C(C(=N1)NC=1C=C(C=CC1)NC(OC(C)(C)C)=O)C(N(C1=CC=CC=C1)C)=O